4-((3-(7-(((3S,4R)-3-fluoro-1-methylpiperidin-4-yl)amino)-3-vinylpyrazolo[1,5-a]pyridin-2-yl)prop-2-yn-1-yl)amino)-3-methoxy-N-(2-methoxyethyl)-N-methylbenzamide F[C@H]1CN(CC[C@H]1NC1=CC=CC=2N1N=C(C2C=C)C#CCNC2=C(C=C(C(=O)N(C)CCOC)C=C2)OC)C